(Z)-1-((3-fluorophenyl)(phenylamino)methylene)-3-phenyl-1,3-dihydro-2H-inden-2-one FC=1C=C(C=CC1)/C(=C\1/C(C(C2=CC=CC=C12)C1=CC=CC=C1)=O)/NC1=CC=CC=C1